OC(=O)C(F)(F)F.C(C=C)(=O)NC1=CC=C(C(=O)N2CC(CCC2)NC=2C3=C(NN2)C(N(C3)C(=O)N[C@H](CN(C)C)C3=CC=CC=C3)(C)C)C=C1 3-((1-(4-acrylamidobenzoyl)piperidin-3-yl)amino)-N-((S)-2-(dimethylamino)-1-phenylethyl)-6,6-dimethyl-4,6-dihydropyrrolo[3,4-c]pyrazole-5(1H)-carboxamide TFA salt